5-{2-amino-[1,2,4]triazolo[1,5-a]pyridin-7-yl}-N-{[3-(cyclobutylmethoxy)phenyl]methyl}-2-methoxypyridine-3-carboxamide NC1=NN2C(C=C(C=C2)C=2C=C(C(=NC2)OC)C(=O)NCC2=CC(=CC=C2)OCC2CCC2)=N1